3-methylpiperidin-3-ol trifluoroacetate FC(C(=O)O)(F)F.CC1(CNCCC1)O